1-(5-(bromomethyl)pyrazin-2-yl)ethanone BrCC=1N=CC(=NC1)C(C)=O